(1R,2R,5R)-5-(benzyloxy)-2-(((S)-1-phenyl-ethyl)amino)cyclohexan-1-ol C(C1=CC=CC=C1)O[C@@H]1CC[C@H]([C@@H](C1)O)N[C@@H](C)C1=CC=CC=C1